N-((1R)-1-(2-(azidomethyl)-5-fluoro-2-methyl-2,3-dihydrobenzofuran-7-yl)ethyl)-2-methylpropan-2-sulfinamide N(=[N+]=[N-])CC1(OC2=C(C1)C=C(C=C2[C@@H](C)NS(=O)C(C)(C)C)F)C